allyl-3-hydroxy-8-oxa-2-azaspiro[4.5]decane-2-carboxylate C(C=C)OC(=O)N1CC2(CC1O)CCOCC2